BrC1=C(C=CC2=C1NC(=NS2(=O)=O)O)F 5-bromo-6-fluoro-3-hydroxy-4H-benzo[e][1,2,4]thiadiazine 1,1-dioxide